S(N)(=O)(=O)C1=CC=C(C=C1)NCC#CC=1N(C2=CC=CC(=C2C1)NC1CCN(CC1)CC(=O)N)CC(F)(F)F 2-{4-[(2-{3-[(4-sulfamoylphenyl)-amino]prop-1-yn-1-yl}-1-(2,2,2-trifluoroethyl)-1H-indol-4-yl)amino]-piperidin-1-yl}acetamide